N-[5-(3-fluorophenyl)-2-methyl-[1,2,4]triazolo[1,5-c]pyrimidin-7-yl]cyclopropanecarboxamide FC=1C=C(C=CC1)C1=NC(=CC=2N1N=C(N2)C)NC(=O)C2CC2